C(CCC)NCC(COC1=C(C=CC=C1)C(C=CC1=CC=C(C=C1)OC)=O)O 1-[2-[3-(Butylamino)-2-hydroxypropoxy]phenyl]-3-(4-methoxyphenyl)prop-2-en-1-one